tert-Butyl (R)-(1-(7-(2-methoxyacetyl)imidazo[1,2-b]pyridazin-2-yl)-2-((1,1,1-trifluoro-2-methylpropan-2-yl)oxy)ethyl)carbamate COCC(=O)C1=CC=2N(N=C1)C=C(N2)[C@H](COC(C(F)(F)F)(C)C)NC(OC(C)(C)C)=O